BrC#CC1=CC=C(C=C1)[N+](=O)[O-] 1-(bromoethynyl)-4-nitrobenzene